2-((1r,4r)-4-(1H-1,2,3-triazol-1-yl)cyclohexyl)-N-(imidazo[1,2-b]pyridazin-3-yl)-6-methoxy-2H-indazole-5-carboxamide N1(N=NC=C1)C1CCC(CC1)N1N=C2C=C(C(=CC2=C1)C(=O)NC1=CN=C2N1N=CC=C2)OC